C1(CC1)C1=C(C(=NO1)C1=C(C=CC=C1Cl)Cl)COC1CCN(CC1)C=1SC=C(N1)C1=CC=C(C(=O)O)C=C1 4-(2-(4-((5-cyclopropyl-3-(2,6-dichlorophenyl)isoxazol-4-yl)methoxy)piperidin-1-yl)thiazol-4-yl)benzoic acid